oxapentan-2-yl-methyl methacrylate (tetrahydrofurfuryl methacrylate) C(C1CCCO1)C=C(C(=O)O)C.C(C(=C)C)(=O)OCC(O)CCC